8-(2-(4-(6-Fluorobenzo[d]isoxazol-3-yl)piperidin-1-yl)ethoxy)-5,6-dihydro-1H-pyrrolo[3,2,1-ij]quinolin-4(2H)-one FC1=CC2=C(C(=NO2)C2CCN(CC2)CCOC=2C=C3CCC(N4C3=C(C2)CC4)=O)C=C1